3-fluoro-5-((2'-(5-cyanoisoindolin-2-yl)-[2,4'-bipyrimidin]-4-yl)ethynyl)-1H-indazole FC1=NNC2=CC=C(C=C12)C#CC1=NC(=NC=C1)C1=NC(=NC=C1)N1CC2=CC=C(C=C2C1)C#N